[2-(3-amino-1-piperidinyl)-4-(4-fluorophenyl)cyclopentyl]pyrazole-3-carbonitrile NC1CN(CCC1)C1C(CC(C1)C1=CC=C(C=C1)F)C=1C(=NNC1)C#N